C(=O)(OC(C)(C)C)N1CC(CCC1)N 1-boc-3-aminopiperidine